2-(Benzo[d][1,3]dioxin-5-yl)-1-(3,4,5-trimethoxyphenyl)ethan-1-one tert-butyl-(S)-2-(3-(2-(pyridin-4-yl)ethyl)-1,2,4-oxadiazol-5-yl)piperidine-1-carboxylate C(C)(C)(C)OC(=O)N1[C@@H](CCCC1)C1=NC(=NO1)CCC1=CC=NC=C1.O1COCC2=C1C=CC=C2CC(=O)C2=CC(=C(C(=C2)OC)OC)OC